N-((1-methyl-1H-indazol-5-yl)methyl)acetamide CN1N=CC2=CC(=CC=C12)CNC(C)=O